CP(=O)(C)C1=C(C(=C(C=C1)N(C(OC(C)(C)C)=O)CC#C)OC)F tert-butyl (4-(dimethylphosphoryl)-3-fluoro-2-methoxyphenyl)(prop-2-yn-1-yl)carbamate